C[C@@H]([C@H]1CC[C@@H]2[C@@]1(CC[C@]3([C@H]2CCC4=CC(=O)CC[C@@]43C)O)C)C(=O)SCCNC(=O)CCNC(=O)[C@@H](C(C)(C)COP(=O)(O)OP(=O)(O)OC[C@@H]5[C@H]([C@H]([C@@H](O5)N6C=NC7=C(N=CN=C76)N)O)OP(=O)(O)O)O The molecule is a steroidal acyl-CoA that results from the formal condensation of the thiol group of coenzyme A with the carboxy group of 9alpha-hydroxy-3-oxo-23,24-bisnorchola-4-en-22-oic acid. It is a conjugate acid of a 9alpha-hydroxy-3-oxo-23,24-bisnorchol-4-en-22-oyl-CoA(4-).